C=1(C(=NC=C2CC3=CC4=CC5=CC=CC=C5CC4=CC3=CC12)S(=O)(=O)[O-])S(=O)(=O)[O-].[Na+].[Na+] sodium 5,12-dihydroazapentacenedisulfonate